N1=CC=CC2=CC(=CC=C12)CN (quinolin-6-yl)methanamine